(triethoxy)hexane ((((dimethylsilanediyl)bis(pyrene-6,1-diyl))bis(4,1-phenylene))bis(oxy))bis(ethane-2,1-diyl)diacrylate C[Si](C1=C2C=CC3=CC=C(C4=CC=C(C=C1)C2=C43)C4=CC=C(C=C4)OCCC=CC(=O)O)(C4=C3C=CC2=CC=C(C1=CC=C(C=C4)C3=C12)C1=CC=C(C=C1)OCCC=CC(=O)O)C.C(C)OC(CCCCC)(OCC)OCC